C1=CC=C(C=C1)C[C@@H](C(=O)N[C@@H](CC(=O)O)C(=O)O)N The molecule is a dipeptide formed from L-phenylalanine and L-aspartic acid residues. It has a role as a metabolite. It derives from a L-phenylalanine and a L-aspartic acid.